FC=1C=C(C=CC1F)[C@@H]1N(C[C@H](N(C1)CCCC(=O)O)C)C(CNC(\C=C\C1=C(C=C(C=C1)C(F)(F)F)F)=O)=O 4-[(2R,5S)-5-(3,4-difluorophenyl)-4-[2-[[(E)-3-[2-fluoro-4-(trifluoromethyl)phenyl]prop-2-enoyl]amino]acetyl]-2-methylpiperazin-1-yl]butanoic acid